O1BOC=C1 1,3,2-dioxaborol